2,3-dimethylphenyl-4-methylquinoline CC1=C(C=CC=C1C)C1=NC2=CC=CC=C2C(=C1)C